D-2,4-dihydroxyl-N-(3-hydroxypropyl)-3,3-dimethylbutyramide O[C@@H](C(=O)NCCCO)C(CO)(C)C